7-((4-(2-chloro-6-(methylcarbamoyl)pyridin-3-yl)piperazin-1-yl)methyl)-6-fluoroimidazo[1,5-a]quinoxalin-4(5H)-one ClC1=NC(=CC=C1N1CCN(CC1)CC=1C(=C2NC(C=3N(C2=CC1)C=NC3)=O)F)C(NC)=O